isopropyl (S)-6-diazo-2-((R)-2-(furan-3-yl)-2-hydroxyacetamido)-5-oxohexanoate [N+](=[N-])=CC(CC[C@@H](C(=O)OC(C)C)NC([C@H](O)C1=COC=C1)=O)=O